ClC1=C(C=C2C=C(N=CC2=C1)NC(=O)[C@H]1[C@H]([C@H]1C1=NC=CC=C1)C)C1CCN(CC1)[C@]1(COC[C@H]1O)C (1S,2S,3R)-N-(7-chloro-6-(1-((3S,4S)-4-hydroxy-3-methyltetrahydrofuran-3-yl)piperidin-4-yl)isoquinolin-3-yl)-2-methyl-3-(pyridin-2-yl)cyclopropane-1-carboxamide